C(#N)C=1C=C2C(=CN(C2=CC1)C)C=C[N+](=O)[O-] 5-cyano-1-methyl-3-(2-nitrovinyl)-1H-indole